C(C)[NH3+] Ethanaminium